FC(C=1C=C(C=C(C1)C(F)(F)F)[B-](C1=CC(=CC(=C1)C(F)(F)F)C(F)(F)F)(C1=CC(=CC(=C1)C(F)(F)F)C(F)(F)F)C1=CC(=CC(=C1)C(F)(F)F)C(F)(F)F)(F)F.C[NH+](C)C Trimethyl-ammonium tetrakis(3,5-bis(trifluoromethyl)phenyl)borate